trimethylsilane carbamate C(N)(O)=O.C[SiH](C)C